1-({[1-({3,4-difluoro-2-[(2-fluoro-4-iodophenyl)amino]phenyl}carbonyl)-3-hydroxyazetidin-3-yl]methyl}amino)cyclopentanecarboxylic acid FC=1C(=C(C=CC1F)C(=O)N1CC(C1)(O)CNC1(CCCC1)C(=O)O)NC1=C(C=C(C=C1)I)F